[Cl-].C(CCC)O[Si](OCCCC)(OCCCC)CCC[N+](C)(CCCCCCCCCCCC)CCCCCCCCCCCC (tributoxysilyl)propyl-di-n-dodecylmethyl-ammonium chloride